CC=1C(=C(C=CC1)C(C1=CC=CC=C1)=[Hf](C1=C(C=CC=2C3=CC=C(C=C3CC12)C(C)(C)C)C(C)(C)C)C1C=CC=C1)C dimethyldiphenylmethylene(cyclopentadienyl)(2,7-di-tert-butylfluorenyl)hafnium